cyclopropylmethyl-2H-pyrazole C1(CC1)CN1N=CC=C1